6-methylpyridine-3,4-diamine CC1=CC(=C(C=N1)N)N